3-((4-methylpiperazin-1-yl)methyl)piperidin-3-ol CN1CCN(CC1)CC1(CNCCC1)O